CC1N(C(CCC1)C)C(=O)[SiH](Cl)Cl 2,6-dimethylpiperidinocarbonyl-dichlorosilane